C(C1=CC=CC=C1)P(C1=CC=CC=C1)(C1=CC=CC=C1)=O benzyl-diphenyl-phosphorus oxide